NC1=NC=CC(=N1)C=1C2=C(C(=NC1)NCC=1C=C(C(=O)NC)C=CC1)CCO2 3-(((7-(2-aminopyrimidin-4-yl)-2,3-dihydrofuro[3,2-c]pyridin-4-yl)amino)methyl)-N-methylbenzamide